ClC=1SC=C(N1)C=1N=NN(C1)[C@@H]1[C@H]([C@@H](SC=2C(=NC=C(C2)Cl)C#N)O[C@@H]([C@@H]1O)CO)OC 5-chloro-2-cyano-pyridine-3-yl 3-deoxy-3-[4-(2-chlorothiazol-4-yl)-1H-1,2,3-triazol-1-yl]-2-O-methyl-1-thio-α-D-galactopyranoside